3,4-dichloro-N-(2-(4-(3,4-difluoro-benzyl)piperazin-1-yl)ethyl)benzamide ClC=1C=C(C(=O)NCCN2CCN(CC2)CC2=CC(=C(C=C2)F)F)C=CC1Cl